O[C@@H](C)C=1N(C=CN1)CC1=NOC(=C1)C1=CC=C(C=C1)C#CC1=CC=C(C=C1)C(CO)O 1-(4-((4-(3-((2-((S)-1-hydroxyethyl)-1H-imidazol-1-yl)methyl)isoxazole-5-yl)phenyl)ethynyl)phenyl)ethane-1,2-diol